4-(4-fluorophenyl)-2-methyl-1H-pyrrole-3-carboxylic acid benzyl ester C(C1=CC=CC=C1)OC(=O)C1=C(NC=C1C1=CC=C(C=C1)F)C